N1=CC=C2N1C=CC(=C2)NC(C2=C(C(=CC=C2)C(F)(F)F)Cl)=O N-pyrazolo[1,5-a]pyridin-5-yl-2-chloro-3-trifluoromethyl-benzamide